ClC=1C=C(C(=O)NC2=C3C(N(C(=NC3=C(C=C2)C)C([2H])([2H])[2H])CC2=C(C=CC=C2)C(F)(F)F)=O)C=C(C1O)Cl 3,5-dichloro-4-hydroxy-N-(8-methyl-2-(methyl-d3)-4-oxo-3-(2-(trifluoromethyl)benzyl)-3,4-dihydroquinazolin-5-yl)benzamide